BrC1=C(N(C=2N=CN=C(C21)N)C(C)C)C#CC2CCNCC2 5-bromo-7-isopropyl-6-(piperidin-4-ylethynyl)-7H-pyrrolo[2,3-d]pyrimidin-4-amine